3-[7-(Difluoromethoxy)-1,4-dimethyl-1H-benzotriazol-5-yl]propanoate FC(OC1=CC(=C(C2=C1N(N=N2)C)C)CCC(=O)[O-])F